O1CCN(CC1)CCOC1=CC=C(C=C1)C1CCC2(CC1)OC1(OO2)C2CC3CC(CC1C3)(C2)C(=O)O 4''-(4-(2-morpholinoethoxy)phenyl)dispiro[adamantane-2,3'-[1,2,4]trioxolane-5',1''-cyclohexane]-5-carboxylic acid